(5-(4-amino-1H-imidazol-1-yl)-2,3-dimethoxyphenyl)ethanone NC=1N=CN(C1)C=1C=C(C(=C(C1)C(C)=O)OC)OC